isocyanoethyl methacrylate (2-Isocyanatoethyl methacrylate) N(=C=O)CCC=C(C(=O)O)C.C(C(=C)C)(=O)OCC[N+]#[C-]